FC1=C(C=CC=C1)C1=CC=C(S1)C(=O)NC1=CC(=CC=C1)NS(=O)(=O)C 5-(2-fluorophenyl)-N-(3-(methylsulfonamido)phenyl)thiophene-2-carboxamide